Aminomaleimide NC=1C(=O)NC(C1)=O